3-diethylaminopropyldimethylmethoxysilane C(C)N(CCC[Si](OC)(C)C)CC